NC1=CC2=C(N(C(N2)=O)C)C=C1 5-amino-1-methyl-2,3-dihydro-1H-1,3-benzodiazol-2-one